3-(2-(5-cyclobutoxy-2-fluorophenyl)-7-fluoro-1,2,3,4-tetrahydroisoquinolin-6-yl)propionic acid C1(CCC1)OC=1C=CC(=C(C1)N1CC2=CC(=C(C=C2CC1)CCC(=O)O)F)F